2,5-difluorosulfolane FC1S(=O)(=O)C(CC1)F